butyl 7-azaspiro[3.5]nonan-2-ylcarbamate C1C(CC12CCNCC2)NC(OCCCC)=O